(S)-1-(3,4-dichlorophenyl)-5-(5-(3,5-dimethylisoxazol-4-yl)-1-(4-hydroxycyclohexyl)-1H-benzo[d]imidazol-2-yl)pyrrolidin-2-one ClC=1C=C(C=CC1Cl)N1C(CC[C@H]1C1=NC2=C(N1C1CCC(CC1)O)C=CC(=C2)C=2C(=NOC2C)C)=O